C[C@@H]1C(=CC2=CC=C(C=C2C1)OCCCC(F)(F)F)C(C)NC1CC(C1)C(=O)O 3-({1-[(3S)-3-methyl-6-(4,4,4-trifluorobutoxy)-3,4-dihydro-2-naphthalenyl]ethyl}amino)cyclobutanecarboxylic acid